OCC1CCC(CC1)C=1SC2=C(N1)C=C(C(=C2)NC(C2=NC(=CC=C2)C(F)(F)F)=O)OC 2-N-(2-((1r,4r)-4-(hydroxymethyl)cyclohexyl)-5-methoxybenzo[d]thiazol-6-yl)-6-(trifluoromethyl)picolinamide